ClCC1=CC(=NC(=N1)C1=C(C(=O)[O-])C=CC=C1)C1=C(C(=O)[O-])C=CC=C1 6-(chloromethyl)pyrimidine-2,4-diyldibenzoate